C(CCC)C(C(C(=O)[O-])(OOC(C)(C)C)OOC(C)(C)C)CC butyl-bis(t-butylperoxy)valerate